COC=1C=C2C(=CN(C(C2=CC1OC)=O)C1=C2C(=CNC2=CC=C1)C)C(=O)N1CCCCC1 6,7-dimethoxy-2-(3-methyl-1H-indol-4-yl)-4-(piperidine-1-carbonyl)isoquinolin-1(2H)-one